3-[2-(trifluoromethyl)-4'-(trifluoromethoxy)benzhydryloxy]-N-(iso-propyl)azetidine-1-carboxamide FC(C1=C(C(C2=CC=C(C=C2)OC(F)(F)F)OC2CN(C2)C(=O)NC(C)C)C=CC=C1)(F)F